C(#N)C=1C=CC(=C2C=CC=NC12)N1C[C@]2(C[C@]2(C1)C(F)(F)F)C(=O)NC1CCC(CC1)N1CCN(CC1)CC1CC1 (1R,5S)-3-(8-cyanoquinolin-5-yl)-N-(4-(4-(cyclopropylmethyl)piperazin-1-yl)cyclohexyl)-5-(trifluoromethyl)-3-azabicyclo[3.1.0]hexane-1-carboxamide